C\C(=C/CCOC1=C(C=C(C=O)C=C1)OCC)\CCC=C(C)C (E)-4-((4,8-dimethylnon-3,7-dien-1-yl)oxy)-3-ethoxybenzaldehyde